C(C1=CC=CC=C1)OC(=O)NC1=C2C=CC=C(C2=CC=C1)S(=O)(=O)O 5-(((benzyloxy)carbonyl)amino)naphthalene-1-sulfonic acid